S1CCNCC2=C1C=CC=C2 3,4-dihydrobenzo[f][1,4]thiazepine